6-fluoro-7-(2-fluoro-6-hydroxyphenyl)-1-(2-isopropyl-4-methylpyridin-3-yl)pyrido[2,3-d]Pyrimidine FC1=CC2=C(N(CN=C2)C=2C(=NC=CC2C)C(C)C)N=C1C1=C(C=CC=C1O)F